N-(2-methacryloxyethyl)pyrrolidone C(C(=C)C)(=O)OCCN1C(CCC1)=O